CC1=CC(=C(N)C(=C1)CC)CC 4-methyl-2,6-diethylaniline